N-(3-aminobicyclo[1.1.1]pentan-1-yl)-2-(3-(trifluoromethyl)cyclobutoxy)acetamide HCl salt Cl.NC12CC(C1)(C2)NC(COC2CC(C2)C(F)(F)F)=O